C(C1=CC=CC=C1)OCC1=C(N=NN1C)C1=CC=C(C=C1)O 4-(5-((benzyloxy)methyl)-1-methyl-1H-1,2,3-triazol-4-yl)phenol